bis(4-methylphenyl)carbonate CC1=CC=C(C=C1)OC(OC1=CC=C(C=C1)C)=O